CN(C/C=C/C(=O)NC1=C2CN(CC2=CC=C1)C(C1=CC(=C(C=C1)O)C(C)C)=O)C (E)-4-(Dimethylamino)-N-(2-(4-hydroxy-3-isopropylbenzoyl)isoindolin-4-yl)but-2-enamide